OC1=CC=2C=CC=CC2C=2C3=C(OC21)C=2C(=CC=CC2C=C3)O 6,8-dihydroxydinaphthofuran